ClC1=NN2C(N=CC(=C2[C@@H](C)OC)NC2=CC=C(C=C2)[C@@H](C(F)(F)F)N(C(=O)C2CCS(CC2)(=O)=O)C)=N1 N-((S)-1-(4-((2-chloro-7-((R)-1-methoxyethyl)-[1,2,4]triazolo[1,5-a]pyrimidin-6-yl)amino)phenyl)-2,2,2-trifluoroethyl)-N-methyltetrahydro-2H-thiopyran-4-carboxamide 1,1-dioxide